C(C)(C)(C)C1=CC=C2C(=N1)N(N=C2NS(=O)(=O)C2=CC=CC=C2)C2=CC(=CC(=C2)C)C N-[6-tert-butyl-1-(3,5-dimethylphenyl)pyrazolo[3,4-b]pyridin-3-yl]benzenesulfonamide